S1C=NC2=C1C(=CC=C2)S(=O)(=O)CCC(=O)N2[C@H](CN(CC2)C2=CC=1N(C=C2)N=CC1)C (S)-3-(benzo[d]thiazol-7-ylsulfonyl)-1-(2-methyl-4-(pyrazolo[1,5-a]pyridin-5-yl)piperazin-1-yl)propan-1-one